ethyl 2-ethyl-5,6-dihydro-4H-cyclopenta[c]pyrazole-3-carboxylate C(C)N1N=C2C(=C1C(=O)OCC)CCC2